O=C1NC(CCC1NC(=O)C1=CC=CC=N1)=O 6-((2,6-dioxopiperidin-3-yl)carbamoyl)pyridin